C(C(C)C)(=O)C1=C(C(=C(C(=O)NN)C=C1)OC)[N+](=O)[O-] Isobutyryl-2-methoxy-3-nitrobenzohydrazide